1-iodobenzene-2,3,4,5,6-d5 IC1=C(C(=C(C(=C1[2H])[2H])[2H])[2H])[2H]